NCCCC[Si](OC)(C)C 4-Aminobutyl-dimethylmethoxysilan